(+)-2,3-pinanediol C12C(C(CC(C1(C)C)C2)O)(C)O